(1aR,5aR)-2-(4-Fluoro-phenyl)-1a,2,5,5a-tetrahydro-1H-2,3-diaza-cyclopropa[a]pentalene-4-carboxylic acid (2-hydroxy-1,1-dimethyl-ethyl)-amide OCC(C)(C)NC(=O)C=1C=2C[C@@H]3[C@H](C2N(N1)C1=CC=C(C=C1)F)C3